O=C1OC(CC12C=CCC2)=O 2-oxa-1,3-diketospiro(4.4)nonene